4-[[([6-oxospiro[3.3]hept-2-yl]carbamoyl)amino]methyl]benzamide O=C1CC2(CC(C2)NC(=O)NCC2=CC=C(C(=O)N)C=C2)C1